4-((2-carbamoylcyclopropyl)buta-1,3-diyn-1-yl)-N-((2S,3S)-4,4-difluoro-3-hydroxy-1-(hydroxyamino)-3-methyl-1-oxobutan-2-yl)benzamide C(N)(=O)C1C(C1)C#CC#CC1=CC=C(C(=O)N[C@H](C(=O)NO)[C@](C(F)F)(C)O)C=C1